dihexadecyl 2-(N-(3-(dimethylamino)propyl)sulfamoyl)succinate CN(CCCNS(=O)(=O)C(C(=O)OCCCCCCCCCCCCCCCC)CC(=O)OCCCCCCCCCCCCCCCC)C